C(=C)C=1OC(C(N1)(C)C)=O 2-vinyl-4,4-dimethyl-1,3-oxazoline-5-one